BrC1=CN(C=2N=CN=C(C21)Cl)S(=O)(=O)C2=CC=C(C=C2)C 5-bromo-4-chloro-7-(4-methylbenzenesulfonyl)-7H-pyrrolo[2,3-d]pyrimidine